(E)-3-(4-(3-hydroxyprop-1-en-1-yl)-1-oxoisoindolin-2-yl)-1-((2-(trimethylsilyl)ethoxy)methyl)piperidine-2,6-dione OC/C=C/C1=C2CN(C(C2=CC=C1)=O)C1C(N(C(CC1)=O)COCC[Si](C)(C)C)=O